FC(OC1=C(C=C(C=C1)SC(C)C)C1=NN(C=C1NC(=O)C=1C=NN2C1N=CC=C2)CC=2N=NN(C2)C2CCN(CC2)C2COC2)F N-[3-[2-(difluoromethoxy)-5-isopropylsulfanyl-phenyl]-1-[[1-[1-(oxetan-3-yl)-4-piperidyl]triazol-4-yl]methyl]pyrazol-4-yl]pyrazolo[1,5-a]pyrimidine-3-carboxamide